(2-((4-(N-(3-chloro-1H-indol-7-yl)sulfamoyl)benzyl)amino)-2-oxoethyl)ammonia ClC1=CNC2=C(C=CC=C12)NS(=O)(=O)C1=CC=C(CNC(CN)=O)C=C1